3-(3-((2-((2-chloro-4-((1R,5S)-8-methyl-3,8-diazabicyclo[3.2.1]octan-3-yl)phenyl)amino)-5-(trifluoromethyl)pyrimidin-4-yl)amino)propyl)-1,3-oxazinan-2-one ClC1=C(C=CC(=C1)N1C[C@H]2CC[C@@H](C1)N2C)NC2=NC=C(C(=N2)NCCCN2C(OCCC2)=O)C(F)(F)F